FC=1C=C(C(=NC1C)C)B(O)O (5-fluoro-2,6-dimethylpyridin-3-yl)boronic acid